O=C1NC=C(C(N1)=O)C=1C=C(C=2N(N1)C(=CN2)F)N2C[C@@H](C(C2)(F)F)OC2=CC(=C(C#N)C=C2)OC(F)(F)F (S)-4-((1-(6-(2,4-dioxo-1,2,3,4-tetrahydropyrimidin-5-yl)-3-fluoroimidazo[1,2-b]pyridazin-8-yl)-4,4-difluoropyrrolidin-3-yl)oxy)-2-(trifluoromethoxy)benzonitrile